3-[4-[7-[[6-(2-Aminoethylamino)-6-oxohexyl]-ethyl-amino]-2-oxo-chromen-3-yl]pyridin-1-ium-1-yl]propan-1-sulfonat NCCNC(CCCCCN(C1=CC=C2C=C(C(OC2=C1)=O)C1=CC=[N+](C=C1)CCCS(=O)(=O)[O-])CC)=O